NC1=C(C(N(C2=CC(=CC=C12)C(F)(F)F)C1=CC=C(C=C1)I)=O)C(=O)OC methyl 4-amino-1-(4-iodophenyl)-2-oxo-7-(trifluoro methyl)-1,2-dihydroquinoline-3-carboxylate